2-(6-Chloro-3-(2-((2,2-difluoroethyl)(isopropyl)carbamoyl)-4-fluorophenoxy)-1,2,4-triazin-5-yl)-2,7-diazaspiro[3.5]nonane-7-carboxylic acid tert-butyl ester C(C)(C)(C)OC(=O)N1CCC2(CN(C2)C=2N=C(N=NC2Cl)OC2=C(C=C(C=C2)F)C(N(C(C)C)CC(F)F)=O)CC1